(1R,2S)-2-{3-[(5-chloro-2-methylpyrimidin-4-yl)amino]-1H-indazol-6-yl}-5'-methoxy-1'H-spiro[cyclopropane-1,3'-indol]-2'-one ClC=1C(=NC(=NC1)C)NC1=NNC2=CC(=CC=C12)[C@@H]1C[C@@]12C(NC1=CC=C(C=C21)OC)=O